NC=1C(=NC(=CN1)C1=CC(=CC=C1)C1=C2N(N=C1)CC(C2)(C)C)C(=O)N[C@@H]2CNC1(CC1)CC2 (S)-3-amino-6-(3-(5,5-dimethyl-5,6-dihydro-4H-pyrrolo[1,2-b]pyrazol-3-yl)phenyl)-N-(4-azaspiro[2.5]octan-6-yl)pyrazine-2-carboxamide